CC1=CC(=CC=2CCCC(C12)NC1=CC=C2C=NN(C2=C1)C=1C=NN(C1)C)C#N 4-Methyl-5-((1-(1-methyl-1H-pyrazol-4-yl)-1H-indazol-6-yl)amino)-5,6,7,8-tetrahydronaphthalene-2-carbonitrile